4-diaminobutyric acid C(CC(=O)O)C(N)N